(4-trimethoxysilylphenyl)methylamine CO[Si](C1=CC=C(C=C1)CN)(OC)OC